2-(3-(9,9-dimethyl-9H-fluoren-3-yl)phenyl)-4,4,5,5-tetramethyl-1,3,2-dioxaborolane CC1(C2=CC=CC=C2C=2C=C(C=CC12)C=1C=C(C=CC1)B1OC(C(O1)(C)C)(C)C)C